N1CC(C1)N1C[C@@H]2[C@H](C1)CC(C2)N2CCC(CC2)N2N=C(C=1C2=NC=NC1N)C1=CC=C(C=C1)OC1=CC=CC=C1 1-(1-((3aR,6aS)-2-(azetidin-3-yl)octahydrocyclopenta[c]pyrrol-5-yl)piperidin-4-yl)-3-(4-phenoxyphenyl)-1H-pyrazolo[3,4-d]pyrimidin-4-amine